C[C@H]1C=CC2=CCCC[C@@H]2[C@H]1CC[C@@H]3C[C@H](CC(=O)O3)O The molecule is a member of 2-pyranones, a carbobicyclic compound, a member of hexahydronaphthalenes, a polyketide and a secondary alcohol. It has a role as a fungal metabolite, an anticholesteremic drug, an antilipemic drug, an antiatherosclerotic agent, an antimicrobial agent and an EC 1.1.1.34/EC 1.1.1.88 (hydroxymethylglutaryl-CoA reductase) inhibitor.